CN(CCCOC1=C(C=C(C=C1)C1=CC=2C=3N(C=NC2C=C1)N(C(C3C(C)C)=O)C)F)C 9-(4-(3-(dimethylamino)propoxy)-3-fluorophenyl)-1-isopropyl-3-methylpyrazolo[1,5-c]quinazolin-2(3H)-one